C1(=CC=CC=2SC3=CC=CC=C3NC12)C1SCCCS1 phenothiazinyl-1,3-dithiane